C(C)C=1N=C(SC1C(=O)O)C1=NC=NC(=C1)NCCC1=C(C=CC2=CC=CC=C12)OC 4-Ethyl-2-{6-[2-(2-methoxy-naphthalen-1-yl)-ethylamino]-pyrimidin-4-yl}-thiazole-5-carboxylic Acid